[N+](=O)([O-])C=1C=C(OC2CCN(CC2)C(=O)OC(C)(C)C)C=CC1 tert-butyl 4-(3-nitrophenoxy)piperidine-1-carboxylate